N(=C=O)C1CCC(CC1)CC1CCC(CC1)N=C=O di-(4-isocyanatocyclohexyl)methane